(2-(trifluoromethyl)-[1,1'-biphenyl]-3-yl)methan FC(C1=C(C=CC=C1C)C1=CC=CC=C1)(F)F